5-(4-chlorobenzyl)-8-isopropyl-2-(pyridin-2-yl)-2,5,8-triazaspiro[3.5]nonane-6,9-dione ClC1=CC=C(CN2C3(CN(C3)C3=NC=CC=C3)C(N(CC2=O)C(C)C)=O)C=C1